(S)-2-(3-Cyclopropyl-5-((3-methylpiperidin-1-yl)methyl)phenyl)-6-(3-((4-methyl-4H-1,2,4-triazol-3-yl)methyl)oxetan-3-yl)isoindolin-1-one C1(CC1)C=1C=C(C=C(C1)CN1C[C@H](CCC1)C)N1C(C2=CC(=CC=C2C1)C1(COC1)CC1=NN=CN1C)=O